methoxyphenylsulphonamide CONS(=O)(=O)C1=CC=CC=C1